ClC=1C=C(C=CC1CNO)NC1=NC=C(C=C1)N1CCCCC1 N-(3-chloro-4-((hydroxyamino)methyl)phenyl)-5-(piperidin-1-yl)pyridin-2-amine